4-(2-[4,6-dimethylpyrazolo[1,5-a]pyrazin-2-yl]thieno[2,3-d][1,3]thiazol-5-yl)piperidine CC=1C=2N(C=C(N1)C)N=C(C2)C=2SC1=C(N2)SC(=C1)C1CCNCC1